ClC(C(F)(F)C(F)(F)OC(C(C(Cl)F)(F)F)(F)F)F 2-chloro-1,1,2-trifluoroethyldifluoromethyl ether